4-(trifluorophenyl)-1H-pyrazole FC1=C(C(=C(C=C1)C=1C=NNC1)F)F